(4-((6,7-bis(2-methoxyethoxy)quinazolin-4-yl)oxy)-3-fluorophenyl)-1-(2-fluorophenyl)-2-oxo-1,2,4,5,6,7-hexahydropyrazolo[1,5-a]pyridine-3-carboxamide COCCOC=1C=C2C(=NC=NC2=CC1OCCOC)OC1=C(C=C(C=C1)C1C=2N(CCC1)N(C(C2C(=O)N)=O)C2=C(C=CC=C2)F)F